2-bromo-1-(3-bromo-4-methoxyphenyl)ethanone BrCC(=O)C1=CC(=C(C=C1)OC)Br